N1C=C(C2=CC=CC=C12)C=1C2=C(N=C(N1)N1[C@@H](COCC1)C)CN(CC2)C(=O)C21CC3CC(CC(C2)C3)C1 (4-(1H-indol-3-yl)-2-((R)-3-methylmorpholino)-5,8-dihydropyrido[3,4-d]pyrimidin-7(6H)-yl)(adamantan-1-yl)methanone